CC(C)(COP(=O)([O-])OP(=O)([O-])OC[C@@H]1[C@H]([C@H]([C@@H](O1)N2C=NC3=C(N=CN=C32)N)O)OP(=O)([O-])[O-])[C@H](C(=O)NCCC(=O)NCCSC(=O)CC4(CCCCC4)O)O The molecule is tetraanion of (1-hydroxycyclohexyl)acetyl-CoA arising from deprotonation of the phosphate and diphosphate OH groups. It is a conjugate base of a (1-hydroxycyclohexyl)acetyl-CoA.